2-[3-bromo-1-[(4-chlorophenyl)methyl]-5-oxo-4,5-dihydro-1H-1,2,4-triazol-4-yl]ethyl acetate C(C)(=O)OCCN1C(=NN(C1=O)CC1=CC=C(C=C1)Cl)Br